di-(2-methoxyphenyl)phosphine COC1=C(C=CC=C1)PC1=C(C=CC=C1)OC